ClN1C(C=CC=C1)(C1=NC=CC=C1)Cl 1,2-dichloro-bipyridine